1,3-propandiaminium tetraiodide [I-].[I-].[I-].[I-].C(CC[NH3+])[NH3+].C(CC[NH3+])[NH3+]